C12CN(CC(N1)C2)C(CC2=CC(=C(C=C2)C=2N(C1=NC=NC(=C1N2)OC2(CC2)C)CC2=NC=CC(=C2)C)Cl)=O 1-(3,6-diazabicyclo[3.1.1]heptan-3-yl)-2-(3-chloro-4-(6-(1-methylcyclopropoxy)-9-((4-methylpyridin-2-yl)methyl)-9H-purin-8-yl)phenyl)ethan-1-one